CC1=C(C=C(C=C1)NC(C1=CC(=NC=C1)C(F)(F)F)=O)C=1C=C(C(=NC1)C#CCCC(=O)[O-])N1CCOCC1 5-(5-(2-methyl-5-(2-(trifluoromethyl)isonicotinamido)phenyl)-3-morpholinopyridin-2-yl)pent-4-ynoate